N(=[N+]=[N-])\C(\C(=O)OC)=C/C1=C(C(=CC=C1)OC)Cl methyl (Z)-2-azido-3-(2-chloro-3-methoxy-phenyl)prop-2-enoate